CCCCCC/C=C\\CCCCCCCC(=O)O[C@H]1CC[C@@]2([C@H]3CC[C@]4([C@H]([C@@H]3CC=C2C1)CC[C@@H]4[C@H](C)CCCC(C)C)C)C The molecule is a cholesterol ester obtained by the formal condensation of cholesterol with palmitoleic acid. It has a role as a mouse metabolite. It derives from a palmitoleic acid.